(3R,8R)-2-(3,4-dichlorobenzoyl)-9-(4-(difluoromethoxy)benzyl)-3,8-dimethyl-1,2,3,4,8,9-hexahydropyrido[4',3':3,4]pyrazolo[1,5-a]pyrazin-10(7H)-one ClC=1C=C(C(=O)N2CC=3C(=NN4C3C(N([C@@H](C4)C)CC4=CC=C(C=C4)OC(F)F)=O)C[C@H]2C)C=CC1Cl